CN(CCCNC(=O)CC(=O)OCC)C ethyl 2-{[3-(dimethylamino)propyl]carbamoyl}acetate